FC1=C(C(=O)C2=NNC3=NC=C(C=C32)C3=CC=C(C(=O)OCC)C=C3)C=CC(=C1NS(=O)(=O)C)F Ethyl 4-[3-[2,4-difluoro-3-(methanesulfonamido)benzoyl]-1H-pyrazolo[3,4-b]pyridin-5-yl]benzoate